bis[4-(diphenylsulfonio)phenyl] sulfide bis(hexafluoroantimonate) F[Sb-](F)(F)(F)(F)F.F[Sb-](F)(F)(F)(F)F.C1(=CC=CC=C1)[S+](C1=CC=C(C=C1)SC1=CC=C(C=C1)[S+](C1=CC=CC=C1)C1=CC=CC=C1)C1=CC=CC=C1